2-((2-chloropyridin-4-yl)oxy)-1-(4-(5-(trifluoromethyl)-1,2,4-oxadiazol-3-yl)phenyl)ethan-1-one Ethyl-(4S)-4-{4-[N-methoxybutanimidoyl]piperidin-1-yl}azepane-1-carboxylate C(C)OC(=O)N1CC[C@H](CCC1)N1CCC(CC1)C(CCC)=NOC.ClC1=NC=CC(=C1)OCC(=O)C1=CC=C(C=C1)C1=NOC(=N1)C(F)(F)F